N1CC(CC1)C=1C=C(C=CC1)CCCCCCCC=1C=C(C(N)=N)C=CC1 3-(7-(3-(pyrrolidin-3-yl)phenyl)heptyl)benzimidamide